CC1=CC=C(C=C1)N(C2=CC=C(C=C2)C)C3=CC=C(C=C3)C 4,4',4''-TRIMETHYLTRIPHENYLAMINE